2-(3-chlorophenyl)-1-cyclohexyl-2,2-difluoroethyl((2S)-1-(((2S)-4-(ethylamino)-3-hydroxy-4-oxo-1-((S)-2-oxopyrrolidin-3-yl)butan-2-yl) amino)-1-oxo-3-phenylpropan-2-yl)carbamate ClC=1C=C(C=CC1)C(C(C1CCCCC1)N(C([O-])=O)[C@H](C(=O)N[C@@H](C[C@H]1C(NCC1)=O)C(C(=O)NCC)O)CC1=CC=CC=C1)(F)F